FC(C1=C(C=CC(=C1)C(=O)O)C1=C(C=C(C=C1)C(=O)O)C(F)(F)F)(F)F 2,2'-bis(trifluoromethyl)-4,4'-biphenyldicarboxylic acid